3-(5-amino-2-methylpyridin-3-yl)-N-(4-methoxybenzyl)-N-methyl-1,6-naphthyridin-7-amine NC=1C=C(C(=NC1)C)C=1C=NC2=CC(=NC=C2C1)N(C)CC1=CC=C(C=C1)OC